(5S)-5-[3-[3-[[2-Fluoro-4-(trifluoromethyl)phenyl]methoxy]azetidin-1-yl]-3-oxo-propyl]thiomorpholin-3-one FC1=C(C=CC(=C1)C(F)(F)F)COC1CN(C1)C(CC[C@H]1CSCC(N1)=O)=O